OCC=1C=C(C=CC1)N1N=C(C=C1)CC(=O)NC=1SC(=CN1)C(F)(F)F 2-{1-[3-(hydroxymethyl)phenyl]-1H-pyrazol-3-yl}-N-[5-(trifluoromethyl)-1,3-thiazol-2-yl]acetamide